N(=[N+]=[N-])[C@@]1(CC[C@@H](CO)O1)N1C(=O)N=C(N)C=C1 Azido-2',3'-dideoxycytidine